N-(7-fluoro-6-(1-(methyl-d3)-1H-pyrazol-4-yl)isoquinolin-3-yl)-2-(piperidin-1-yl)acetamide FC1=C(C=C2C=C(N=CC2=C1)NC(CN1CCCCC1)=O)C=1C=NN(C1)C([2H])([2H])[2H]